C(C)(C)(C)OC(=O)N1[C@H](CC(CC1)OS(=O)(=O)C1=CC=C(C)C=C1)C (2S)-2-methyl-4-(tosyloxy)piperidine-1-carboxylic acid tert-butyl ester